C(C)OC1=CSC(=C1)C1=NC=NC(=C1)NCCC1=CC=C2C=CN(C2=C1)C 3-Ethoxy-5-{6-[2-(1-methyl-1H-indol-6-yl)-ethylamino]-pyrimidin-4-yl}-thiophene